8-amino-9-(3-methoxy-2,6-dimethylphenyl)-5-methyl-2-(1-methyl-1H-pyrazol-3-yl)-9H-pyrrolo[2,3-c][1,2,4]triazolo[1,5-a]pyridine-7-carboxamide NC1=C(C2=C(C=3N(C(=C2)C)N=C(N3)C3=NN(C=C3)C)N1C1=C(C(=CC=C1C)OC)C)C(=O)N